N-(3-(3-(1-cyclobutyl-1H-pyrazol-4-yl)-2-methoxyphenyl)-1-methyl-1H-pyrrolo[2,3-c]pyridin-5-yl)cyclopropanecarboxamide C1(CCC1)N1N=CC(=C1)C=1C(=C(C=CC1)C1=CN(C2=CN=C(C=C21)NC(=O)C2CC2)C)OC